1,2-Dioctanoyl-sn-glycerol C(CCCCCCC)(=O)OC[C@@H](OC(CCCCCCC)=O)CO